CN(C1=CC2=C(C=N1)OC1=CC(=CC=C1C2=O)C=2C=NNC2)C2CCNCC2 3-(methyl(piperidin-4-yl)amino)-8-(1H-pyrazol-4-yl)-5H-chromeno[2,3-c]pyridin-5-one